N-(2-butyl)-N-methylpropargylamine CC(CC)N(C)CC#C